(1S,5S,6R,7R)-7-((6-chloropyridazin-3-yl)(methyl)amino)-6-fluoro-3-oxa-9-azabicyclo[3.3.1]Nonane-9-carboxylic acid tert-butyl ester C(C)(C)(C)OC(=O)N1[C@@H]2COC[C@H]1[C@@H]([C@@H](C2)N(C)C=2N=NC(=CC2)Cl)F